ethyl 1-[(tert-butoxycarbonyl)amino]imidazole-2-carboxylate C(C)(C)(C)OC(=O)NN1C(=NC=C1)C(=O)OCC